5-bromo-1-(2-hydroxy-2-methylpropyl)-3-methylpyridin-2(1H)-one BrC=1C=C(C(N(C1)CC(C)(C)O)=O)C